C(C)[Si](O[C@@H]1CC2=CC[C@H]3[C@@H]4CCC([C@@]4(C)CC[C@@H]3[C@]2(CC1)C)=O)(CC)CC 3β-(triethylsilyloxy)-androst-5-en-17-one